bis(2,6-di-tert-butyl-4-methylphenyl)neopentyl glycol ethyl-2-(2-((7-(3-(aminomethyl)phenyl)benzofuran-5-yl)methoxy)phenyl)acetate C(C)C(C(=O)OC(C(C)(C(O)C1=C(C=C(C=C1C(C)(C)C)C)C(C)(C)C)C)C1=C(C=C(C=C1C(C)(C)C)C)C(C)(C)C)C1=C(C=CC=C1)OCC=1C=C(C2=C(C=CO2)C1)C1=CC(=CC=C1)CN